BrC=1N=CC(=NC1)CC#N (5-Bromopyrazin-2-yl)acetonitrile